BrC=1C=C2C=C(C(=NC2=CC1)OC)C(C(CCN(C)C)(O)C1=CC(=NC(=C1)OC)OC)C1=C(C(=NC=C1)OC)F 1-(6-bromo-2-methoxyquinolin-3-yl)-2-(2,6-dimethoxypyridin-4-yl)-4-(dimethylamino)-1-(3-fluoro-2-methoxypyridin-4-yl)butan-2-ol